OC(C1CCN(CC1)C(=O)OC(C)(C)C)C1=C(C=CC=C1)C1=CC=C(C=C1)C(F)(F)F Tert-butyl 4-(hydroxy(4'-(trifluoromethyl)-[1,1'-biphenyl]-2-yl)methyl)piperidine-1-carboxylate